N-[(R)-1-(3,3-difluorocyclobutyl)ethyl]-4-(1,6-diaza-6-spiro[3.4]octyl)-5-(3,5-difluorophenyl)nicotinamide FC1(CC(C1)[C@@H](C)NC(C1=CN=CC(=C1N1CC2(CCN2)CC1)C1=CC(=CC(=C1)F)F)=O)F